CC1(N=N1)[C@H](C)NC(OC(C)(C)C)=O tert-butyl (S)-(1-(3-methyl-3H-diazirin-3-yl)ethyl)carbamate